1,1,1-trimethylhydrazin-1-ium iodide [I-].C[N+](N)(C)C